(S)-8-(1-((6-chloro-2-(8-fluoro-1-hydroxy-1H-benzo[d][1,2,6]oxazaborinin-6-yl)pyridin-3-yl)amino)ethyl)-3,6-dimethyl-2-(piperidin-1-yl)-4H-chromen-4-one ClC1=CC=C(C(=N1)C=1C=C(C2=C(C=NOB2O)C1)F)N[C@@H](C)C=1C=C(C=C2C(C(=C(OC12)N1CCCCC1)C)=O)C